BrC=1C=CC=C2C=C(NC12)C(=O)N[C@H](C(=O)N[C@@H](C[C@H]1C(NCC1)=O)C#N)CC(C)(C)C 7-bromo-N-[(2S)-1-({(1S)-1-cyano-2-[(3S)-2-oxopyrrolidin-3-yl]ethyl}amino)-4,4-dimethyl-1-oxopentan-2-yl]-1H-indole-2-carboxamide